FC(S(=O)(=O)C=1C=CC=C(C(=O)O)C1)(F)F (E)-5-(trifluoromethylsulfonyl)benzoic acid